CN1C=NC=2C=NN(C(C21)=O)CC(=O)N[C@@H](C)C2=CC=C(C=C2)C(F)(F)F (S)-2-(3-methyl-4-oxo-3,4-dihydro-5H-imidazo[4,5-d]pyridazin-5-yl)-N-(1-(4-(trifluoromethyl)phenyl)ethyl)acetamide